5-[[2-[(2R,5S)-5-methyl-2-[4-(methylamino)phenyl]-1-piperidyl]-2-oxo-acetyl]amino]pyridine-3-carboxamide C[C@H]1CC[C@@H](N(C1)C(C(=O)NC=1C=C(C=NC1)C(=O)N)=O)C1=CC=C(C=C1)NC